tert-butyl-4-(4-((4-tert-butylbenzamido)methyl)phenyl)-7H-pyrrolo[2,3-d]pyrimidine-6-carboxylate C(C)(C)(C)OC(=O)C1=CC2=C(N=CN=C2C2=CC=C(C=C2)CNC(C2=CC=C(C=C2)C(C)(C)C)=O)N1